ethyl 2-(cyclohexylmethyl)cyclopropane-1-carboxylate C1(CCCCC1)CC1C(C1)C(=O)OCC